((5-(1-ethoxyvinyl)-3-fluoropyridin-2-yl)methoxy)methanethiol C(C)OC(=C)C=1C=C(C(=NC1)COCS)F